N-(6-Aminopyridin-2-yl)-2,4,6-trifluoro-N-methylbenzamide NC1=CC=CC(=N1)N(C(C1=C(C=C(C=C1F)F)F)=O)C